FC1=CC2=C(N(C(=N2)N)C)C=C1 5-fluoro-1-methyl-1H-1,3-benzodiazol-2-amine